FC=1C=C2C=CN(C2=C(C1)C(=O)NC1CC2(CC(C2)C(=O)O)C1)CC1=CC=C(C=C1)C(F)(F)F rac-6-(5-fluoro-1-(4-(trifluoromethyl)benzyl)-1H-indole-7-carboxamido)spiro[3.3]heptane-2-carboxylic acid